N-(3-(hydroxymethyl)-2-oxopyrrolidin-3-yl)-2-methyl-6-(m-tolyloxy)indolizine-3-carboxamide OCC1(C(NCC1)=O)NC(=O)C1=C(C=C2C=CC(=CN12)OC=1C=C(C=CC1)C)C